3-(difluoromethoxy)-4-(3-methyl-1H-1,2,4-triazol-1-yl)aniline FC(OC=1C=C(N)C=CC1N1N=C(N=C1)C)F